BrC(C#N)(F)F 2-bromo-2,2-difluoroacetonitrile